5-(tert-butyl)-N-(4-(6-(2-(4-(3-(2,6-dioxopiperidin-3-yl)-1-methyl-1H-indazol-6-yl)piperidin-1-yl)ethyl)pyrrolo[2,1-f][1,2,4]triazin-4-yl)-2-methylbenzyl)-1,2,4-oxadiazole C(C)(C)(C)C1=NCN(O1)CC1=C(C=C(C=C1)C1=NC=NN2C1=CC(=C2)CCN2CCC(CC2)C2=CC=C1C(=NN(C1=C2)C)C2C(NC(CC2)=O)=O)C